5-methoxy-2,6-dimethyl-4-(2-(4-cyanophenyl)benzo[b]thiophen-3-yl)pyridazin-3(2H)-one COC1=C(C(N(N=C1C)C)=O)C=1C2=C(SC1C1=CC=C(C=C1)C#N)C=CC=C2